5-(1-piperidinoyl)valeric acid N1(CCCCC1)C(=O)CCCCC(=O)O